4-(N-((3R,4R)-1-((benzyloxy)carbonyl)-4-(hydroxymethyl)pyrrolidin-3-yl)Sulfamoyl)-3-fluoro-1-methyl-1H-pyrrole-2-carboxylic acid ethyl ester C(C)OC(=O)C=1N(C=C(C1F)S(N[C@H]1CN(C[C@H]1CO)C(=O)OCC1=CC=CC=C1)(=O)=O)C